magnesium phosphate, calcium salt [Ca+2].P(=O)([O-])([O-])[O-].[Mg+2]